3-(3-(2-ethylbutoxy)phenyl)propan-1-amine C(C)C(COC=1C=C(C=CC1)CCCN)CC